iron-chromium-nickel-copper [Cu].[Ni].[Cr].[Fe]